n-propyl-4-[(7-trifluoromethylquinolin-4-yl)amino]benzamide C(CC)C1=C(C(=O)N)C=CC(=C1)NC1=CC=NC2=CC(=CC=C12)C(F)(F)F